Methyl-(S,E)-(7-(dimethylamino)-1-((1-((6-isobutyl-9H-purin-8-yl)methyl)-2-oxo-1,2-dihydropyridin-3-yl)amino)-1,7-dioxohept-5-en-2-yl)carbamat COC(N[C@H](C(=O)NC=1C(N(C=CC1)CC=1NC2=NC=NC(=C2N1)CC(C)C)=O)CC\C=C\C(=O)N(C)C)=O